(S)-1-([1,1'-Biphenyl]-3-yl)-3-(pyrrolidin-3-yl)-1,3-dihydro-2H-imidazo[4,5-b]pyridin-2-one Hydrochloride Cl.C1(=CC(=CC=C1)N1C(N(C2=NC=CC=C21)[C@@H]2CNCC2)=O)C2=CC=CC=C2